Tantalum Isopropoxide CC([O-])C.[Ta+5].CC([O-])C.CC([O-])C.CC([O-])C.CC([O-])C